1-(Aminomethyl)-7-(5-(2-cyano-3-cyclopropyloxy-6-fluoro-5-(prop-1-yn-1-yl)phenyl)-1-methyl-1H-pyrazol-4-yl)-4-carbonyl-3,4-dihydro-phthalazine-5-carbonitrile NCC1=NNC(C=2C(=CC(=CC12)C=1C=NN(C1C1=C(C(=CC(=C1F)C#CC)OC1CC1)C#N)C)C#N)=C=O